C(N)(=O)C=1C=C(C=CC1)NC(=O)C=1C(=NC(=NC1C)C(F)(F)F)OC1=C(C=C(C=C1)C#N)OC N-(3-carbamoyl-phenyl)-4-(4-cyano-2-methoxy-phenoxy)-6-methyl-2-(trifluoromethyl)pyrimidine-5-carboxamide